C1(=CC=CC=C1)N(C1=CC=C(C=C1)C1(CCCCC1)C1=CC=C(C=C1)P(C1=CC=CC=C1)(C1=CC=CC=C1)=O)C1=CC=CC=C1 (4-(1-(4-(diphenylamino)phenyl)cyclohexyl)phenyl)diphenylphosphine oxide